tert-Butyl 8-(4-bromopyridin-2-yl)-5-oxa-2,8-diazaspiro[3.5]nonane-2-carboxylate BrC1=CC(=NC=C1)N1CCOC2(CN(C2)C(=O)OC(C)(C)C)C1